1,4-Cyclohexandiol bis(2-mercaptoacetat) SCC(=O)OC1CCC(CC1)OC(CS)=O